ClC=1C(N(C(=CC1OC([2H])([2H])C1=NC=C(C=C1F)F)C)C1=CC(=NC=C1Cl)N1N=C(C(=C1)C)C(C)(C)O)=O 3,5'-dichloro-4-((3,5-difluoropyridin-2-yl)methoxy-d2)-2'-(3-(2-Hydroxypropan-2-yl)-4-methyl-1H-pyrazol-1-yl)-6-methyl-2H-[1,4'-bipyridyl]-2-one